BrC1=CC=C(C=C1)C=1N=C2N(C=C(C=C2C2=CC=CC=C2)C2=CC=CC=C2)C1 2-(4-bromophenyl)-6,8-diphenylimidazo[1,2-a]pyridine